1-(6-(4-isopropyl-5-(8-methyl-[1,2,4]triazolo[1,5-a]pyridin-6-yl)-1H-pyrazol-3-yl)pyridin-3-yl)-N-methylethan-1-amine C(C)(C)C=1C(=NNC1C=1C=C(C=2N(C1)N=CN2)C)C2=CC=C(C=N2)C(C)NC